P(=O)([O-])([O-])O.[NH4+].[NH4+] DiAmmonium Phosphate